O1C(C1)CN1C(N(C(N(C1=O)CC=C)=O)CC1OC1)=O 1,3-bis(oxiranylmethyl)-5-(2-propenyl)-1,3,5-triazine-2,4,6(1h,3H,5H)-trione